O1C2=C(NCC1)N=C(C=C2)CCOC=2C=C1C=NN(C1=CC2)[C@@H](CC(=O)O)C=2C=NC(=CC2)OC (S)-3-(5-(2-(3,4-dihydro-2H-pyrido[3,2-b][1,4]oxazin-6-yl)ethoxy)-1H-indazol-1-yl)-3-(6-methoxypyridin-3-yl)propanoic acid